ClC1=C(C=CC(=C1Cl)OC1=CC=CC=C1)N1C(=NC(=CC1=O)O)C (2,3-dichloro-4-phenoxyphenyl)-6-hydroxy-2-methylpyrimidin-4(3H)-one